((2-(((3S,6S,9aS)-3-(3-(4-chloropyridin-3-yl)azetidine-1-carbonyl)-5-oxooctahydro-1H-pyrrolo[1,2-a]azepin-6-yl)carbamoyl)benzo[b]thiophen-5-yl)methyl)phosphonic acid ClC1=C(C=NC=C1)C1CN(C1)C(=O)[C@@H]1CC[C@H]2N1C([C@H](CCC2)NC(=O)C2=CC1=C(S2)C=CC(=C1)CP(O)(O)=O)=O